1-[(5,5-dimethylhexyl)oxy]-2-fluoro-4-methyl-5-[(2,2,2-trifluoroethyl)sulfinyl]benzene CC(CCCCOC1=C(C=C(C(=C1)S(=O)CC(F)(F)F)C)F)(C)C